(R)-8-bromo-N4-(1-cyclopropylethyl)-N2-(oxazol-2-ylmethyl)quinazoline-2,4-diamine BrC=1C=CC=C2C(=NC(=NC12)NCC=1OC=CN1)N[C@H](C)C1CC1